C1=C(C=CC2=CC=CC=C12)C=1C2=CC=CC=C2C(=C2C=CC=CC12)B(O)O 9-(2-naphthyl)-10-anthraceneboronic acid